C(C#C)OCC(=O)O 2-(PROP-2-YN-1-YLOXY)ACETIC ACID